CN(C1=CC=C(C=C1)/N=N/C1=CC=C(C(=O)N)C=C1)C 4-((E)-(4-(dimethylamino)phenyl)diazenyl)benzamide